C(C)(C)(CC)OOC(C(=O)O)(CCCC)CC.CN1CCN(CC1)C(C=C)=O 1-(4-Methylpiperazin-1-yl)prop-2-en-1-one tert-Amylperoxy-2-ethylhexanoate